2-(4-{[(3R)-1-ethylpiperidin-3-yl]amino}-5,6,7,8-tetrahydrophthalazin-1-yl)-5-(trifluoromethyl)phenol C(C)N1C[C@@H](CCC1)NC1=NN=C(C=2CCCCC12)C1=C(C=C(C=C1)C(F)(F)F)O